N-(4-(2-((3-amino-6-(2-hydroxyphenyl)pyridazin-4-yl)oxy)ethyl)benzyl)-2-(azetidin-3-yl)acetamide NC=1N=NC(=CC1OCCC1=CC=C(CNC(CC2CNC2)=O)C=C1)C1=C(C=CC=C1)O